[3-(2-methylpyrazol-3-yl)pyrrolidin-1-yl]methanone CN1N=CC=C1C1CN(CC1)C=O